benzyl 2-(3-nitrophenyl)cyclobutanecarboxylate [N+](=O)([O-])C=1C=C(C=CC1)C1C(CC1)C(=O)OCC1=CC=CC=C1